CC1=CC=CC(=N1)C1=NC=CC(=N1)NC1=NC(=NC=C1)NC=1C=C(C=CC1)NC(=O)NC1CNCC1 1-[3-[[4-[[2-(6-methyl-2-pyridyl)pyrimidin-4-yl]amino]pyrimidin-2-yl]amino]phenyl]-3-pyrrolidin-3-yl-urea